C(C)(C)(C)N1N=C(C(=C1)C(=O)N[C@H]1C[C@H](CCC1)NC1=CC(=NC2=CC=C(C=C12)Cl)C(F)(F)F)C 1-tert-butyl-N-[(1r,3s)-3-{[6-chloro-2-(trifluoromethyl)quinolin-4-yl]amino}cyclohexyl]-3-methyl-1H-pyrazole-4-carboxamide